C(C=CC)[Ni]CC=CC bis(crotyl)nickel